C1(CC1)CN1C(C2=CC=CC=C2C1)=O 2-(cyclopropylmethyl)-2,3-dihydro-1H-isoindol-1-one